CC1=NN(C2=CC=CC(=C12)NS(=O)(=O)C=1C=NNC1)C1OCCCC1 N-[3-methyl-1-(oxan-2-yl)indazol-4-yl]-1H-pyrazole-4-sulfonamide